N-(5-((methylamino)methyl)-2-(1H-pyrrol-2-yl)phenyl)benzenesulfonamide CNCC=1C=CC(=C(C1)NS(=O)(=O)C1=CC=CC=C1)C=1NC=CC1